C(C1=CC=CC=C1)OC=1C(=C2CC[C@](OC2=C(C1C)C)(C)CC\C=C(\CCC=C(C)C)/C)C (S,E)-6-(benzyloxy)-2-(4,8-dimethylnona-3,7-dien-1-yl)-2,5,7,8-tetramethyl-chromane